COC=1C=C2CC(COC2=CC1)C=O (6-methoxychroman-3-yl)methanone